(2S,4R)-N-((4-((E)-N'-Acetoxycarbamimidoyl)thiophen-2-yl)methyl)-4-phenyl-pyrrolidine-2-carboxamide dihydrochloride Cl.Cl.C(C)(=O)O\N=C(\N)/C=1C=C(SC1)CNC(=O)[C@H]1NC[C@H](C1)C1=CC=CC=C1